sodium 10-undecenylsulfate C(CCCCCCCCC=C)OS(=O)(=O)[O-].[Na+]